FC=1C=C2C(=NC1)CN(C2)C(=O)NC2=CC=C(C=C2)C2CCN(CC2)C(CC(C)(C)O)=O 3-fluoro-N-(4-(1-(3-hydroxy-3-methylbutanoyl)piperidin-4-yl)phenyl)-5,7-dihydro-6H-pyrrolo[3,4-b]pyridine-6-carboxamide